BrC1=C(C=C(C=C1)C(C(=O)N)C(C(C)C)=O)F (4-bromo-3-fluorophenyl)-4-methyl-3-oxopentanamide